OCCN1CCN(CC1)CCC(=O)N 3-[4-(2-hydroxyethyl)piperazin-1-yl]propanamide